C(C)(C)(C)OC(=O)N[C@H]1CN(CC1)C=1N=CC(=NC1)C(=O)OC methyl 5-[(3R)-3-(tert-butoxycarbonylamino)pyrrolidin-1-yl]pyrazine-2-carboxylate